CC1(C(OB(O1)B1OCCO1)(C)C)C (tetramethyl-1,3,2-dioxaborolan-2-yl)-1,3,2-dioxaborolane